CC1=C(C2=C(N=N1)SC1=C2N=CN=C1NCC1=C(C=C(C=C1)C(C)(C)O)C)C 2-[4-[[(3,4-dimethylpyrimido[4',5':4,5]thieno[2,3-c]pyridazin-8-yl)amino]methyl]-3-methyl-phenyl]propan-2-ol